(S)-5-(1-fluoro-3-hydroxy-7-((methylamino)methyl)-6,7,8,9-tetrahydro-5H-benzo[7]annulen-2-yl)-1,2,5-thiadiazolidin-3-one 1,1-dioxide FC1=C(C(=CC2=C1CC[C@H](CC2)CNC)O)N2CC(NS2(=O)=O)=O